4-(aminomethyl)tetrahydro-2H-pyran-4-carbonitrile NCC1(CCOCC1)C#N